IC=1[C@]2(C)[C@@H](CC1)[C@@H]1CC=C3CCCC[C@]3(C)[C@H]1CC2 17-iodo-androstane-5,16-diene